2-((3,3,3-trifluoropropyl)thio)ethan-1-one FC(CCSCC=O)(F)F